O1C=CC2=C1C1=C(C=C2)S(C=C1)N Thieno[2,3-g]Benzofuran-6-amine